7-(3-(benzo[d]thiazol-7-yl)propyl)-2-(3-fluoropyridin-4-yl)-3-methylhexahydropyrrolo[1,2-a]pyrazin-6(2H)-one S1C=NC2=C1C(=CC=C2)CCCC2CC1N(CC(N(C1)C1=C(C=NC=C1)F)C)C2=O